N1C(=NC2=C1C=CC=C2)CNC2=NN(C1=NC(=CN=C12)C1CC1)CC1CCC1 N-[(1H-benzimidazol-2-yl)methyl]-1-(cyclobutylmethyl)-6-cyclopropyl-1H-pyrazolo[3,4-b]pyrazin-3-amine